trans-[(3S)-3-(5-fluoro-6-methylpyridin-3-yl)-1,2-oxazolidin-2-yl]-[4-[(8-methyl-[1,2,4]triazolo[1,5-a]pyridin-6-yl)methyl]cyclohexyl]methanone FC=1C=C(C=NC1C)[C@H]1N(OCC1)C(=O)[C@@H]1CC[C@H](CC1)CC=1C=C(C=2N(C1)N=CN2)C